FC1=CC=C(C=C1)C1=NN2C(CNCC2)=C1C1=C(C=NC=C1)F 2-(4-fluorophenyl)-3-(3-fluoropyridin-4-yl)-4,5,6,7-tetrahydropyrazolo[1,5-a]pyrazine